COC=1C=CC=2C=3C4=C(C(=CC3C(C2C1)(CCC)CCC)O)C=CC(=C4)C 9-methoxy-2-methyl-7,7-dipropyl-7H-benzo[c]fluoren-5-ol